FC1=C(C=C2C=CC=NC2=C1)B1OC(C(O1)(C)C)(C)C 7-fluoro-6-(4,4,5,5-tetramethyl-1,3,2-dioxaborolan-2-yl)quinoline